N-(3-fluorophenyl)-6-(3-(m-tolyl)-1,2,4-oxadiazol-5-yl)-3,4,6,7-tetrahydro-5H-imidazo[4,5-c]pyridine-5-carboxamide FC=1C=C(C=CC1)NC(=O)N1CC2=C(CC1C1=NC(=NO1)C=1C=C(C=CC1)C)N=CN2